COC(=O)C1=C(C=NN1[C@H](CNC1=CC=C(C=C1)C(F)(F)F)C)Br 4-bromo-1-{(2S)-1-[4-(trifluoromethyl)anilino]propan-2-yl}-1H-pyrazole-5-carboxylic acid methyl ester